OC(C)(C1=CC=C(C=C1)B1OC(C(O1)(C)C)(C)C)C=1C=C(C#N)C=CC1 3-(1-hydroxy-1-(4-(4,4,5,5-tetramethyl-1,3,2-dioxaborolan-2-yl)phenyl)ethyl)benzonitrile